C(C)(C)C=1SC(=C(N1)C1=CC=CC=C1)OC1=CC(=NC=C1)NC1=CC=CC(=N1)C(=O)NC 6-((4-((2-isopropyl-4-phenylthiazol-5-yl)oxy)pyridin-2-yl)amino)-N-methylpyridinecarboxamide